1,3-dihexyltetramethyldisilazane C(CCCCC)[Si](N[Si](CCCCCC)(C)C)(C)C